N1(C=NC=C1)C1CCC(CC1)OC1=C2C=C(C=NC2=CC(=N1)N1CCOCC1)N(S(=O)(=O)C)CC=1N(C(=NC1)[N+](=O)[O-])C N-[5-(4-Imidazol-1-ylcyclohexoxy)-7-morpholino-1,6-naphthyridin-3-yl]-N-[(3-methyl-2-nitro-imidazol-4-yl)methyl]methanesulfonamide